1-(7-amino-5-(ethoxymethyl)-2-phenyl-1H-indol-3-yl)-2,2,2-trifluoro-ethan-1-one NC=1C=C(C=C2C(=C(NC12)C1=CC=CC=C1)C(C(F)(F)F)=O)COCC